(2R,3R,3aR,11aS)-2-hydroxy-3-[(1E,3S)-3-hydroxy-1-octen-1-yl]-1,2,3,3a,4,5,6,11a-octahydrobenzo[b]cyclopenta[g]oxocine-9-carboxylic acid O[C@@H]1C[C@H]2[C@H](CCCC3=C(O2)C=C(C=C3)C(=O)O)[C@H]1\C=C\[C@H](CCCCC)O